C(CCCC)C=1C=CC(=NC1)C(=O)NC=1SC=CC1C(=O)OC methyl 2-(5-pentylpicolinamido)thiophene-3-carboxylate